9H-fluoren-9-ylmethyl 5-(tert-butoxycarbonylamino)-3,3-difluoro-piperidine-1-carboxylate C(C)(C)(C)OC(=O)NC1CC(CN(C1)C(=O)OCC1C2=CC=CC=C2C=2C=CC=CC12)(F)F